3-Methylquinuclidin-3-amine CC1(CN2CCC1CC2)N